Tert-Butyl (3S,4R)-4-((7-((tert-butoxycarbonyl)(3-fluorophenyl)amino)-3-cyclopropylpyrazolo[1,5-a]pyrimidin-5-yl)aminomethyl)-3-hydroxypiperidine-1-carboxylate C(C)(C)(C)OC(=O)N(C1=CC(=NC=2N1N=CC2C2CC2)NC[C@@H]2[C@@H](CN(CC2)C(=O)OC(C)(C)C)O)C2=CC(=CC=C2)F